NC1=C(C=C2C(=N1)C(C=1C(=CC=CC1O2)Cl)=O)OC=2C(=NC(=NC2)N2CCC(CC2)C=O)C 1-(5-((2-amino-9-chloro-10-oxo-10H-chromeno[3,2-b]pyridin-3-yl)oxy)-4-methylpyrimidin-2-yl)piperidine-4-carbaldehyde